C1(=CC=CC=C1)CS(=O)(=O)OC1=C(O[C@@](C1=O)([2H])C1=C(C=C(C=C1)F)F)N (S)-2-amino-5-(2,4-difluorophenyl)-4-oxo-4,5-dihydrofuran-3-yl-5-d phenylmethanesulfonate